7-(3-(azetidin-3-yloxy)propyl)-1,2,3,4-tetrahydro-1,8-naphthyridine N1CC(C1)OCCCC1=CC=C2CCCNC2=N1